C(C)(C)OC1=CC=2N(C=C1C(=O)OC)C=C(N2)C21CC(C2)(C1)OC methyl 7-isopropoxy-2-(3-methoxy-1-bicyclo[1.1.1]pentanyl)imidazo[1,2-a]pyridine-6-carboxylate